(2R)-2-({5-bromo-4-[(3-cyclopropyl-1H-pyrazol-5-yl)amino]pyrimidin-2-yl}amino)-2-phenylethanol BrC=1C(=NC(=NC1)N[C@@H](CO)C1=CC=CC=C1)NC1=CC(=NN1)C1CC1